BrC1=C2C(=C(N=C1)Cl)SC(=C2)C(=O)OC methyl 4-bromo-7-chlorothieno[2,3-c]pyridine-2-carboxylate